CN1CCC12CCN(CC2)C(=O)OC(C)(C)C tert-butyl 1-methyl-1,7-diazaspiro[3.5]nonane-7-carboxylate